(S)-2-((((9H-fluoren-9-yl)methoxy)carbonyl)amino)-3-(1-(tert-butoxycarbonyl)-2-methyl-1H-indol-3-yl)propanoic acid C1=CC=CC=2C3=CC=CC=C3C(C12)COC(=O)N[C@H](C(=O)O)CC1=C(N(C2=CC=CC=C12)C(=O)OC(C)(C)C)C